The molecule is a steroid glucosiduronic acid that is 17-epiestriol having a single beta-D-glucuronic acid residue attached at position 17. It is a beta-D-glucosiduronic acid and a steroid glucosiduronic acid. It derives from a 17-epiestriol. It is a conjugate acid of a 17-epiestriol 17-O-(beta-D-glucuronide)(1-). C[C@]12CC[C@H]3[C@H]([C@@H]1C[C@H]([C@H]2O[C@H]4[C@@H]([C@H]([C@@H]([C@H](O4)C(=O)O)O)O)O)O)CCC5=C3C=CC(=C5)O